N-(2-(3,5-di-tert-butyl-4-hydroxybenzyl)phenyl)-4-methylbenzenesulfonamide C(C)(C)(C)C=1C=C(CC2=C(C=CC=C2)NS(=O)(=O)C2=CC=C(C=C2)C)C=C(C1O)C(C)(C)C